CN[C@H](C)C1=NNC(C2=CC=CC=C12)=O |r| racemic-4-[1-(methylamino)ethyl]-2H-phthalazin-1-one